FC1=CN=C2N1N=C(C=C2[C@@H]2[C@H](C2)C2=CC=C1C=NN(C1=C2)CC(F)(F)F)C=2C(NC(NC2)=O)=O 5-(3-fluoro-8-((1S,2S)-2-(1-(2,2,2-trifluoroethyl)-1H-indazol-6-yl)cyclopropyl)imidazo[1,2-b]pyridazin-6-yl)pyrimidine-2,4(1H,3H)-dione